3-ethylbutane-1,2-diol C(C)C(C(CO)O)C